N1CCC(CC1)CC=1NC2=C(N1)C=CC=C2 2-[(4-Piperidyl)methyl]-1,3-benzimidazole